CC=1C=C(C=CC(=O)NC(=N)N)C=CC1 3-methylcinnamoylguanidine